2-[(1E)-1-penten-1-yl]-1,3-benzothiazole C(=C\CCC)/C=1SC2=C(N1)C=CC=C2